6-[2-(3,4-difluoro-2-methoxy-phenoxy)-5-fluoro-4-(trifluoromethyl)phenyl]-2-methyl-4-oxo-1H-pyridine-3-sulfonamide FC=1C(=C(OC2=C(C=C(C(=C2)C(F)(F)F)F)C2=CC(C(=C(N2)C)S(=O)(=O)N)=O)C=CC1F)OC